(1s,4s)-4-(8-(2-chloro-6-fluorophenylamino)-2-(1-phenylpiperidin-4-ylamino)-9H-purin-9-yl)cyclohexanecarboxamide ClC1=C(C(=CC=C1)F)NC=1N(C2=NC(=NC=C2N1)NC1CCN(CC1)C1=CC=CC=C1)C1CCC(CC1)C(=O)N